(2-hydroxyiminooctanoyl)-N-(4-nitrophenyl)carbazole ON=C(C(=O)C1=CC=CC=2C3=CC=CC=C3N(C12)C1=CC=C(C=C1)[N+](=O)[O-])CCCCCC